COC(C1=C(N=C(C=C1C)N1CC(N(CC1)C(=O)C1=CC=C2C(=N1)C(CN2C2=NC=CC=C2)(C)C)(C)C)C)=O 6-(4-(3,3-dimethyl-1-(pyridin-2-yl)-2,3-dihydro-1H-pyrrolo[3,2-b]pyridine-5-carbonyl)-3,3-dimethylpiperazin-1-yl)-2,4-dimethylnicotinic acid methyl ester